6-(1H-indol-6-yl)-N-(1-methyl-3-(pyridin-2-yl)-1H-pyrazol-4-yl)picolinamide N1C=CC2=CC=C(C=C12)C1=CC=CC(=N1)C(=O)NC=1C(=NN(C1)C)C1=NC=CC=C1